1,1,1,3,3,3-hexafluoropropan-2-yl 1-(bis(4H-benzo[d][1,3]dioxin-6-yl)methyl)piperidine-4-carboxylate O1COCC2=C1C=CC(=C2)C(N2CCC(CC2)C(=O)OC(C(F)(F)F)C(F)(F)F)C2=CC1=C(OCOC1)C=C2